ClN1NC(C2=NC=CC=C21)=O chloro-1,2-dihydro-3H-pyrazolo[4,3-B]pyridin-3-one